ClC1=CC=C(C=C1)C(CC=1C=C(C(=C(C1)OC)OC)OC)(CCC=1C=C(C(=C(C1)OC)OC)OC)C1=CC=C(C=C1)Cl 5,5'-(2,2-bis(4-chlorophenyl)butane-1,4-diyl)bis(1,2,3-trimethoxybenzene)